ClC=1C=C(C=C(C1Cl)Cl)CCC(=O)N 3-(3,4,5-trichlorophenyl)propanamide